2-({8-[4-(methylamino)phenyl]-3-oxo-1H,2H,3H-benzo[e]isoindol-2-yl}methyl)prop-2-enamide CNC1=CC=C(C=C1)C=1C=CC2=C(C=3CN(C(C3C=C2)=O)CC(C(=O)N)=C)C1